1-[[2-(3-chlorophenyl)oxetan-2-yl]methyl]-3-(3-methoxyphenyl)urea ClC=1C=C(C=CC1)C1(OCC1)CNC(=O)NC1=CC(=CC=C1)OC